7-(benzyloxy)-3-(bicyclo[4.2.0]octa-1(6),2,4-trien-3-yl)-4-(4-bromophenyl)isochromane C(C1=CC=CC=C1)OC1=CC=C2C(C(OCC2=C1)C1=CC=2CCC2C=C1)C1=CC=C(C=C1)Br